3-(5-((4-((4-ethoxy-4-methylpiperidin-1-yl)methyl)-3-methylbenzyl)amino)-2-methyl-4-oxoquinazolin-3(4H)-yl)piperidine-2,6-dione C(C)OC1(CCN(CC1)CC1=C(C=C(CNC2=C3C(N(C(=NC3=CC=C2)C)C2C(NC(CC2)=O)=O)=O)C=C1)C)C